ClC1=CC=C(C=C1)CCC(=O)NC=1C=NN(C1C(F)(F)F)C1=CC=NC=C1 3-(4-chlorophenyl)-N-(1-(pyridin-4-yl)-5-(trifluoromethyl)-1H-pyrazol-4-yl)propanamide